C(C)(=O)O.C(C)(=O)O.COC(=O)C1=CC=C(C=C1)I p-methoxycarbonyl-iodobenzene diacetate